C(#N)C1=C(C=CC=C1)NC(CCCCCCC(=O)OC)=O methyl 8-((2-cyanophenyl) amino)-8-oxooctanoate